C1(CCCC1)CC=1C=CC(=NC1)C(C(=O)N)(C)N1C[C@@H](C(CC1)(F)F)C1=CNC(C=C1)=O (5-(cyclopentylmethyl)pyridin-2-yl)-2-((s)-4,4-difluoro-3-(6-oxo-1,6-dihydropyridin-3-yl)piperidin-1-yl)propanamide